COCCNC(=O)C1=CC=C2C(=CN(C2=C1)C(C(=O)NC1=C(C=CC(=C1)CN1N=C(N=C1)C(F)(F)F)CCCC(=O)O)C)C 4-(2-[(2-{6-[(2-methoxyethyl)carbamoyl]-3-methyl-1H-indol-1-yl}propanoyl)amino]-4-{[3-(trifluoromethyl)-1H-1,2,4-triazol-1-yl]methyl}phenyl)butanoic acid